methyl (E)-[4-[3-(4-fluorophenyl)-3-[4-[3-(morpholin-4-yl) propynyl]phenyl]allyloxy]-2-methylphenoxy]acetate FC1=CC=C(C=C1)/C(=C/COC1=CC(=C(OCC(=O)OC)C=C1)C)/C1=CC=C(C=C1)C#CCN1CCOCC1